C(#N)C=1C=C(C=NC1OC)C1CN(CCC1(F)F)C(C(=O)NC1=NC=C(C=C1)F)C 2-(3-(5-cyano-6-methoxypyridin-3-yl)-4,4-difluoropiperidin-1-yl)-N-(5-fluoropyridin-2-yl)propionamide